N-(3-Iodo-5-(1,2,4,5-tetrazin-3-yl)phenyl)acetamide IC=1C=C(C=C(C1)C=1N=NC=NN1)NC(C)=O